methyl-7-(2-oxopyrrolidin-1-yl)-1H-indole-3-carboxamide CN1C=C(C2=CC=CC(=C12)N1C(CCC1)=O)C(=O)N